6-((4-(5-carbamoyl-6-oxo-2-(trifluoromethyl)-1,6-dihydropyridin-3-yl)phenoxy)methyl)-3-azabicyclo[3.1.0]hexane-3-carboxylic acid tert-butyl ester C(C)(C)(C)OC(=O)N1CC2C(C2C1)COC1=CC=C(C=C1)C1=C(NC(C(=C1)C(N)=O)=O)C(F)(F)F